ethyl 4-(allyl (6-methyl-2-phenylpyrimidin-4-yl)amino)benzoate C(C=C)N(C1=CC=C(C(=O)OCC)C=C1)C1=NC(=NC(=C1)C)C1=CC=CC=C1